N12C[C@H](C(CC1)CC2)OC(N[C@@H]2C(CC1=CC(=C(C=C21)C)C2=CC=C(C=C2)CCC)(C)C)=O (S)-quinuclidin-3-yl((R)-2,2,6-trimethyl-5-(4-propylphenyl)-2,3-dihydro-1H-inden-1-yl)carbamate